(6-methylpyrazin-2-yl)methanamine CC1=CN=CC(=N1)CN